bismuth-lead-tin [Sn].[Pb].[Bi]